FC(O[C@H]1CN(CCC1)C=1N=CC=2N=CN=C(C2N1)NC1=CC(=C(C=C1)OC1=CC2=C(N(C=N2)C)C=C1)C)F |r| racemic-6-(3-(difluoromethoxy)piperidin-1-yl)-N-(3-methyl-4-((1-methyl-1H-benzo[d]imidazol-5-yl)oxy)phenyl)pyrimido[5,4-d]pyrimidin-4-amine